(4-((4-methylpiperazin-1-yl)methyl)phenyl)benzamide CN1CCN(CC1)CC1=CC=C(C=C1)C1=C(C(=O)N)C=CC=C1